(S)-6-fluoro-N-hydroxy-3-phenyl-4-(tetrahydro-2H-pyran-4-carbonyl)-2,3,4,5-tetrahydrobenzo[f][1,4]oxazepine-8-carboxamide FC1=CC(=CC2=C1CN([C@H](CO2)C2=CC=CC=C2)C(=O)C2CCOCC2)C(=O)NO